2-amino-2,3-dimethylbutyronitrile NC(C#N)(C(C)C)C